O=C1C2=C(N=NN1)C=CC=C2 4-oxo-3,4-dihydrobenzo[d][1,2,3]triazin